FC1=CC=C(C=2N=C(SC21)N)C2=C(C=C1C(=NC(=NC1=C2F)OC[C@]21CCCN1C[C@@H](C2)F)N2CC(C2)S(=O)(=O)C)C(F)(F)F 7-fluoro-4-(8-fluoro-2-(((2R,7aS)-2-fluorotetrahydro-1H-pyrrolizin-7a(5H)-yl)methoxy)-4-(3-(methylsulfonyl)azetidin-1-yl)-6-(trifluoromethyl)quinazolin-7-yl)benzo[d]thiazol-2-amine